COCCN1CCC(CC1)CN1N=CC=C(C1=O)C1=CC=CC=C1 2-((1-(2-methoxyethyl)piperidin-4-yl)methyl)-4-phenylpyridazin-3(2H)-one